C(C)(C)(C)C=1C=C(C=C(C1)N1CN(C2=C1C=CC=C2)C2=C(C=CC=C2C2=C(C(=C(C(=C2[2H])[2H])C(C)(C)C)[2H])[2H])C2=C(C(=C(C(=C2[2H])[2H])C(C)(C)C)[2H])[2H])O 3-(tert-butyl)-5-(3-(4,4''-di-tert-butyl-[1,1':3',1''-terphenyl]-2'-yl-2,2'',3,3'',5,5'',6,6''-d8)-2,3-dihydro-1H-benzo[d]imidazol-1-yl)phenol